COC(=O)C=1[C@H](C2=C(NC1C)COC2=O)C=2C=NC(=C(C2[C@@H](C)F)F)F.C(=CC)C2OC1(NC2)CCCCC1 2-propenyl-1-oxa-4-azaspiro[4.5]decan methyl-(R)-4-(5,6-difluoro-4-((R)-1-fluoroethyl)pyridin-3-yl)-2-methyl-5-oxo-1,4,5,7-tetrahydrofuro[3,4-b]pyridine-3-carboxylate